5-(2-ethoxy-3-pyridinyl)-1-isopropyl-N-[(2-methoxyphenyl)methyl]-3-methyl-pyrazolo[4,3-b]pyridin-7-amine C(C)OC1=NC=CC=C1C1=CC(=C2C(=N1)C(=NN2C(C)C)C)NCC2=C(C=CC=C2)OC